(R)-3-chloro-6-fluoro-5-(4-(2-methylpyrrolidin-1-yl)phenyl)pyridin-2-amine ClC=1C(=NC(=C(C1)C1=CC=C(C=C1)N1[C@@H](CCC1)C)F)N